4H-pyrido[3,2-b][1,4]oxazin-3-on O1C2=C(NC(C1)=O)N=CC=C2